lead molecular hydrogen [H][H].[Pb]